ClC1=C(C=CC=C1)C1=CC=C(N=N1)N1CC(CCC1)N 1-(6-(2-chlorophenyl)pyridazin-3-yl)piperidin-3-amine